ClC1=C(C=C(C=C1)F)[C@@H](CC)N1N=CC(=C1)C (1R,2R)-1-(2-chloro-5-fluorophenyl)-1-(4-methyl-1H-pyrazol-1-yl)propan